methyl 4-amino-5-[5-chloro-4-nitro-2-(2-trimethylsilylethoxymethyl)pyrazol-3-yl]-2-fluoro-benzoate NC1=CC(=C(C(=O)OC)C=C1C=1N(N=C(C1[N+](=O)[O-])Cl)COCC[Si](C)(C)C)F